CC1=CC2=C(SC3=C2N=CN=C3NC3CN(C3)C3=NC=C(C=N3)C(F)(F)F)N=C1 8-methyl-N-(1-(5-(trifluoromethyl)pyrimidin-2-yl)azetidin-3-yl)pyrido[3',2':4,5]thieno[3,2-d]pyrimidin-4-amine